(2S)-2-[[2-(3-fluoro-4-methylsulfonyl-anilino)-5-(5-isopropyl-1,3,4-oxadiazol-2-yl)pyrimidin-4-yl]amino]-2-phenyl-ethanol FC=1C=C(NC2=NC=C(C(=N2)N[C@H](CO)C2=CC=CC=C2)C=2OC(=NN2)C(C)C)C=CC1S(=O)(=O)C